C(OC1=CC=C(C=C1)[N+](=O)[O-])(OC1CC(C1)C1=C(C=CC=C1)C(F)(F)F)=O 4-nitrophenyl (3-(2-(trifluoromethyl)phenyl)cyclobutyl) carbonate